N-(6,6-difluorospiro[3.3]heptan-2-yl)-5-(1-isopropyl-2-methyl-1H-imidazo[4,5-b]pyridin-6-yl)pyrrolo[2,1-f][1,2,4]triazin-2-amine FC1(CC2(CC(C2)NC2=NN3C(C=N2)=C(C=C3)C=3C=C2C(=NC3)N=C(N2C(C)C)C)C1)F